ClC=1C=NN(C1C(=O)NC1=NC=C(C=C1C)C=1C=NN(C1)C1=CC=C(C=C1)F)C1CC(C1)C#N 4-chloro-1-(3-cyanocyclobutyl)-N-(5-(1-(4-fluorophenyl)-1H-pyrazol-4-yl)-3-methylpyridin-2-yl)-1H-pyrazole-5-carboxamide